4,4,5,5-tetramethyl-2-(4',5',6'-triphenyl-[1,1':2',1'':3'',1'''-quaterphenyl]-3'''-yl)-1,3,2-dioxaborolane CC1(OB(OC1(C)C)C=1C=C(C=CC1)C=1C=C(C=CC1)C=1C(=C(C(=C(C1)C1=CC=CC=C1)C1=CC=CC=C1)C1=CC=CC=C1)C1=CC=CC=C1)C